N[C@H]1CN(C[C@@H](C1)F)C(=O)C1=CC2=C(N(C(=N2)C2=CC=3C(=NC(=CC3)C=3C=C4CNC(C4=CC3)=O)N2CC2CC2)C)C(=C1)OC 5-(2-{5-[(3R,5R)-3-amino-5-fluoropiperidine-1-carbonyl]-7-methoxy-1-methyl-1H-1,3-benzodiazol-2-yl}-1-(cyclopropylmethyl)-1H-pyrrolo[2,3-b]pyridin-6-yl)-2,3-dihydro-1H-isoindol-1-one